4-(6-(1H-Pyrazol-4-yl)imidazo[1,2-a]pyridin-3-yl)-N-(6-(4-ethylpiperazin-1-yl)pyridin-3-yl)pyrimidin-2-amine N1N=CC(=C1)C=1C=CC=2N(C1)C(=CN2)C2=NC(=NC=C2)NC=2C=NC(=CC2)N2CCN(CC2)CC